C(#N)C1=CC=C2C=3C(C4=C(C(C3NC2=C1)(C)C)C=C(C(=C4)CC)N4CCC(CC4)CCOC[C@@H]4C[C@@H](CC4)NC(OC(C)(C)C)=O)=O tert-butyl N-[(1R,3S)-3-{[2-(1-{3-cyano-9-ethyl-6,6-dimethyl-11-oxo-5H,6H,11H-benzo[b]carbazol-8-yl}piperidin-4-yl)ethoxy]methyl}cyclopentyl]carbamate